1-Palmitoyl-3-Linoleoyl-sn-glycerol C(CCCCCCCCCCCCCCC)(=O)OC[C@@H](O)COC(CCCCCCC\C=C/C\C=C/CCCCC)=O